(6S)-6-phenylindole C1(=CC=CC=C1)C1=CC=C2C=CNC2=C1